O=C1NC(CCC1N1C(C2=CC=C(C(=C2C1)F)N1CCC(CC1)CN1CCC2(CCN(CC2)C(=O)OC(C)(C)C)CC1)=O)=O tert-butyl 9-[[1-[2-(2,6-dioxo-3-piperidyl)-4-fluoro-1-oxo-isoindolin-5-yl]-4-piperidyl]methyl]-3,9-diazaspiro[5.5]undecane-3-carboxylate